(±)-2-((1-(9-Methyl-7-oxo-5,7-dihydro-chromeno[2',3':5,6]pyrano[4,3-c]pyridin-11-yl)ethyl)amino)benzoic acid CC=1C=C2C(C3=C(C=4C=NC=CC4CO3)OC2=C(C1)[C@@H](C)NC1=C(C(=O)O)C=CC=C1)=O |r|